ClC=1C=C(C=CC1Cl)CCOC(=O)C=1N=NNC1N (3,4-dichlorophenyl)-4-ethoxycarbonyl-5-aminotriazole